(cyclopropanesulfonamide) 4-fluoro-1-(3-(5-fluoropyrimidin-2-yl)benzyl)cyclopentane-1-carboxylate FC1CCC(C1)(C(=O)O)CC1=CC(=CC=C1)C1=NC=C(C=N1)F.C1(CC1)S(=O)(=O)N